3-chloro-aminopyridine ClC=1C(=NC=CC1)N